4-[3-(pyridin-2-yl)-1H-pyrrolo[3,2-b]pyridin-2-yl]pyridin-2-amine N1=C(C=CC=C1)C1=C(NC=2C1=NC=CC2)C2=CC(=NC=C2)N